(S)-2-amino-N-(2-(3',4'-dichloro-[1,1'-biphenyl]-4-yl)ethyl)butanamide N[C@H](C(=O)NCCC1=CC=C(C=C1)C1=CC(=C(C=C1)Cl)Cl)CC